FC1=C(C=CC=C1[C@H](CN[C@H](C1=CC=CC=C1)[C@H]1CNC2=C(N1)N=CC(=C2)F)C)CC(=O)O |o1:7| 2-(2-fluoro-3-((R or S)-1-(((R)-((R)-7-fluoro-1,2,3,4-tetrahydropyrido[2,3-b]pyrazin-3-yl)(phenyl)methyl)amino)propan-2-yl)phenyl)acetic acid